CS(=O)(=O)[O-].C(C)[NH+]1CC(CC1)CC 1,3-diethylpyrrolidinium methanesulfonate